tert-amyl cumyl peroxide C(C)(C)(C1=CC=CC=C1)OOC(C)(C)CC